FC1(CCC(CC1)NC(C(C=1C=NC=CC1C(F)(F)F)N(C(=O)[C@H]1[C@@H]2C[C@@H]2CN1)C1=CC=C(C=C1)S(F)(F)(F)(F)F)=O)F (1R,2R,5S)-N-[2-[(4,4-difluorocyclohexyl)amino]-2-oxo-1-[4-(trifluoromethyl)-3-pyridyl]ethyl]-N-[4-(pentafluoro-λ6-sulfanyl)phenyl]-3-azabicyclo[3.1.0]hexane-2-carboxamide